BrC=1C2=C(C(=NC1Cl)Cl)C=NN2CC2=CC=C(C=C2)OC 7-bromo-4,6-dichloro-1-(4-methoxybenzyl)-1H-pyrazolo[4,3-c]Pyridine